2-(3-pentylphenyl)acetic acid C(CCCC)C=1C=C(C=CC1)CC(=O)O